ClC=1C=CC(=C2C(=NNC12)CC)C#C 7-chloro-3-ethyl-4-ethynyl-1H-indazole